3,3',3''-(((1R,2S,3R,5S)-5-((11-(2,2,2-trifluoroacetoxy)undecyl)carbamoyl)cyclohexane-1,2,3-triyl)tris(oxy))tripropionic acid FC(C(=O)OCCCCCCCCCCCNC(=O)C1C[C@H](C([C@@H](C1)OCCC(=O)O)OCCC(=O)O)OCCC(=O)O)(F)F